(tert-Butoxycarbonyl)(5-hydroxypentyl)carbamic acid tert-butyl ester C(C)(C)(C)OC(N(CCCCCO)C(=O)OC(C)(C)C)=O